COC(=O)[C@H]1[C@@H](C1)CO |r| (±)-trans-2-(hydroxymethyl)cyclopropane-1-carboxylic acid methyl ester